3-((S)-3-((S)-sec-butyl)-2-oxo-1,2,3,5-tetrahydro-4H-pyrido[3,4-e][1,4]diazepin-4-yl)-4-((2-methoxyethyl)amino)cyclobut-3-ene-1,2-dione [C@H](C)(CC)[C@@H]1N(CC2=C(NC1=O)C=NC=C2)C=2C(C(C2NCCOC)=O)=O